C(C)C1=CC=C(C=C1)OCC 1-Ethyl-4-ethoxybenzene